3-(4-(2-((tert-butyldimethylsilyl)oxy)ethoxy)-3-chloro-5-methylphenyl)-1,2,4-oxadiazole-5-carboxylic acid ethyl ester C(C)OC(=O)C1=NC(=NO1)C1=CC(=C(C(=C1)C)OCCO[Si](C)(C)C(C)(C)C)Cl